ethyl 4-(1H-imidazol-1-yl)pyrimidine-2-carboxylate N1(C=NC=C1)C1=NC(=NC=C1)C(=O)OCC